C(CCCCCCC)C1C(C1)CCCCCCCCO 8-(2-octylcyclopropyl)octyl alcohol